O[C@H]1C[C@H](CCC1)[C@@H]([C@H]1[C@@H](CC1)COC(=O)C1=CC2=C(OCC3(CCCC4=CC=CC=C34)CN2)C=C1)OC ((1R,2R)-2-((S)-((1S,3R)-3-hydroxycyclohexyl)(methoxy)methyl)cyclobutyl)methyl-3',4,4',5-tetrahydro-2H,2'H-spiro[benzo[b][1,4]oxazepine-3,1'-naphthalene]-7-carboxylate